3-bromo-2-methyl-6-methanesulfonyl-benzaldehyde oxime BrC=1C(=C(C=NO)C(=CC1)S(=O)(=O)C)C